C1(=CC=CC=C1)C1=NC=NC=C1C(=O)N 4-phenylpyrimidine-5-carboxamide